8-(5-((9-(3,3-Dimethylbutyl)-3,9-diazaspiro[5.5]undecan-3-yl)sulfonyl)pyridin-2-yl)-2-oxa-8-azaspiro[4.5]decane CC(CCN1CCC2(CCN(CC2)S(=O)(=O)C=2C=CC(=NC2)N2CCC3(CCOC3)CC2)CC1)(C)C